phenol compound with epichlorohydrin C(Cl)C1CO1.C1(=CC=CC=C1)O